BrC1=C(C=C(C=C1)OC(F)F)OC bromo-4-(difluoromethoxy)-2-methoxy-benzene